methyl 1-(tetrahydrofuran-3-yl)indoline-6-carboxylate O1CC(CC1)N1CCC2=CC=C(C=C12)C(=O)OC